CC(CCC(CC)O)O heptane-2,5-diol